C(C=C)(=O)OCCCCCCCCC[Si](Cl)(Cl)Cl acryloxynonyltrichlorosilane